(R)-1-(4,5-dichloro-1H-indole-2-carbonyl)pyrrolidine-3-carboxylic acid ClC1=C2C=C(NC2=CC=C1Cl)C(=O)N1C[C@@H](CC1)C(=O)O